1-(2-aminoethyl)-N-[(3-chloropyridin-2-yl)methyl]-1H-pyrazole-4-carboxamide dihydrochloride Cl.Cl.NCCN1N=CC(=C1)C(=O)NCC1=NC=CC=C1Cl